4-tert-butyl-2-(1H-pyrazol-1-yl)pyridine (5-(3,5-dichlorophenyl)-5-(trifluoromethyl)-4,5-dihydroisoxazol-3-yl)phenyl-2-bromobenzoate (1S,2R)-2-phenylcyclohexylpropionate C1(=CC=CC=C1)[C@@H]1[C@H](CCCC1)OC(CC)=O.ClC=1C=C(C=C(C1)Cl)C1(CC(=NO1)C1=C(C(=C(C(=O)O)C=C1)Br)C1=CC=CC=C1)C(F)(F)F.C(C)(C)(C)C1=CC(=NC=C1)N1N=CC=C1